BrC=1C=C2C=NC(=NC2=CC1)NC1=CC=C(C=C1)OCCN(CC)CC 6-bromo-N-(4-(2-(diethylamino)ethoxy)phenyl)quinazolin-2-amine